ClC1=CC=C(C(=N1)C1=NN(C=N1)C)NC(C)C=1C=2C3=C(N(C(C2C=C(C1)C)=O)C)N(N=C3)C3CN(C3)CC(C)(C)O 9-(1-((6-chloro-2-(1-methyl-1H-1,2,4-triazol-3-yl)pyridin-3-yl)amino)ethyl)-3-(1-(2-hydroxy-2-methylpropyl)azetidin-3-yl)-4,7-dimethyl-3,4-dihydro-5H-pyrazolo[3,4-c]isoquinolin-5-one